1-vinylpyrrolidine hexafluorophosphate F[P-](F)(F)(F)(F)F.C(=C)N1CCCC1